(E)-N-(1-(3-(difluoromethyl)-2-fluorophenyl)ethylidene)-2-methylpropane-2-sulfinamide FC(C=1C(=C(C=CC1)\C(\C)=N\S(=O)C(C)(C)C)F)F